3-(1-oxo-4-((8-(4-(piperazin-1-yl)piperidin-1-yl)octyl)thio)isoindolin-2-yl)piperidine-2,6-dione O=C1N(CC2=C(C=CC=C12)SCCCCCCCCN1CCC(CC1)N1CCNCC1)C1C(NC(CC1)=O)=O